4-iodo-1-(1-(4-(trifluoromethyl)phenyl)ethyl)-1H-pyrazole IC=1C=NN(C1)C(C)C1=CC=C(C=C1)C(F)(F)F